C1(CCC1)C(NS(=O)C(C)(C)C)C1=NC=CC=C1C1=CC=C(C=C1)F N-(cyclobutyl-(3-(4-fluorophenyl)pyridin-2-yl)methyl)-2-methylpropane-2-sulfinamide